2-bromo-5-(2-fluorophenyl)-1,3,4-thiadiazole BrC=1SC(=NN1)C1=C(C=CC=C1)F